O1CCN(CC1)C1=C(CN2CCC3(CN(C3)C(=O)OC(C(F)(F)F)C(F)(F)F)CC2)C=CC(=C1)C(F)(F)F 1,1,1,3,3,3-Hexafluoropropan-2-yl 7-(2-morpholino-4-(trifluoromethyl)benzyl)-2,7-diazaspiro[3.5]nonane-2-carboxylate